tert-butyl 3-(pent-4-en-1-yl)piperidine-1-carboxylate C(CCC=C)C1CN(CCC1)C(=O)OC(C)(C)C